2-bromo-N-(2-(2,6-dioxopiperidin-3-yl)-1,3-dioxoisoindolin-4-yl)acetamide BrCC(=O)NC1=C2C(N(C(C2=CC=C1)=O)C1C(NC(CC1)=O)=O)=O